ClC=1C=C(C=CC1F)C(NC1=NC=C(C=C1F)C)C=1NC(=C(N1)S(=O)(=O)C)C N-((3-chloro-4-fluorophenyl)(5-methyl-4-(methylsulfonyl)-1H-imidazol-2-yl)methyl)-3-fluoro-5-methylpyridin-2-amine